N-γ-linolenoyl-glycine C(CCCC\C=C/C\C=C/C\C=C/CCCCC)(=O)NCC(=O)O